2-trifluoroacetamidoethyl 2-acetamido-2-deoxy-4-O-(β-D-galactopyranosyl)-β-D-glucopyranoside C(C)(=O)N[C@H]1[C@H](OCCNC(C(F)(F)F)=O)O[C@@H]([C@H]([C@@H]1O)O[C@H]1[C@H](O)[C@@H](O)[C@@H](O)[C@H](O1)CO)CO